ClC=1C=2N(C=CN1)C(=CN2)C=2C(=NNC2)C#N 4-(8-chloroimidazo[1,2-a]pyrazin-3-yl)-1H-pyrazole-3-carbonitrile